OC1C[C@H](N(O1)C(=O)OC(C)(C)C)C1=NC=CC=C1 tert-butyl (3S)-5-hydroxy-3-(2-pyridyl)isoxazolidine-2-carboxylate